N-((S)-1-((S)-9-chloro-4-ethyl-8-fluoro-4-hydroxy-3,14-dioxo-3,4,12,14-tetrahydro-1H-pyrano[3',4':6,7]indolizino[1,2-b]quinolin-11-yl)ethyl)-2-hydroxyacetamide ClC1=CC=2C(=C3C(=NC2C=C1F)C1=CC2=C(C(N1C3)=O)COC([C@]2(O)CC)=O)[C@H](C)NC(CO)=O